C1([C@H](O)[C@@H](O)[C@H](O)[C@H](O1)CO)O[C@@H]([C@@H]([C@H](C=O)OC1[C@H](O)[C@@H](O)[C@H](O)[C@H](O1)CO)O)[C@H](O)CO glucosyl-(1→4)-[glucosyl-(1→2)]-glucose